2,2-difluoroethyl cis-2-(biphenyl-3-ylmethyl)-3-((methylsulfonyl)amino)pyrrolidine-1-carboxylate C1(=CC(=CC=C1)C[C@@H]1N(CC[C@@H]1NS(=O)(=O)C)C(=O)OCC(F)F)C1=CC=CC=C1